O[C@H]1[C@@H]([C@@H]2[C@@H](OCC(CC2)CCC(=O)O)C1)\C=C\[C@H](COC1=CC=CC=C1)O 3-{(5aR,6R,7R,8aS)-7-hydroxy-6-[(1E,3R)-3-hydroxy-4-phenoxy-1-buten-1-yl]octahydro-2H-cyclopenta[b]oxepin-3-yl}propanoic Acid